N,9-diphenyl-9H-carbazole-1-amine C1(=CC=CC=C1)NC1=CC=CC=2C3=CC=CC=C3N(C12)C1=CC=CC=C1